3-bromo-6-[1-(1-ethoxylethyl)-1H-pyrazol-4-yl]pyrazolo[1,5-a]pyridine BrC=1C=NN2C1C=CC(=C2)C=2C=NN(C2)C(C)OCC